(1-((2R,4S)-1-propenoyl-2-methylpiperidin-4-yl)-6-fluoro-8-methyl-4-((S)-1-((S)-1-methylpyrrolidin-2-yl)ethoxy)-1H-[1,2,3]triazolo[4,5-c]quinolin-7-yl)-1-naphthyridinecarbonitrile C(C=C)(=O)N1[C@@H](C[C@H](CC1)N1N=NC=2C(=NC=3C(=C(C(=CC3C21)C)C2N(C1=NC=CC=C1C=C2)C#N)F)O[C@@H](C)[C@H]2N(CCC2)C)C